hexahydro-4,7-methylene-1H-indene C1C2C3CCCC3=C1CC2